chloromethyl-dichloromethyl-silane ClC[SiH2]C(Cl)Cl